rac-(3S)-5-[7-chloro-6-[[6-methyl-4-(methylamino)-2-pyridyl]amino]-3,4-dihydro-2H-pyrano[3,2-b]pyridin-8-yl]-2,3,4,7-tetrahydro-1H-azepin-3-ol ClC=1C(=C2C(=NC1NC1=NC(=CC(=C1)NC)C)CCCO2)C=2C[C@@H](CNCC2)O |r|